5-cyclopropyl-3-(2,6-dichlorophenyl)-1,2-oxazole-4-carboxylic acid (1S,4S,5S)-2-azabicyclo[2.2.1]heptane-5-yl ester [C@@H]12NC[C@@H]([C@H](C1)OC(=O)C=1C(=NOC1C1CC1)C1=C(C=CC=C1Cl)Cl)C2